CC(CO)(C(C(C)C)O)C 2,2,4-trimethyl-1,3-pentandiol